ClC1=C(C=CC=C1)C1=C(C(=NC2=CC(=CC=C12)N1C(=NC=C1)C)N1CC2(CN(C2)C(C=C)=O)CC1)C#N 4-(2-chlorophenyl)-7-(2-methyl-1H-imidazol-1-yl)-2-(2-(2-propenoyl)-2,6-diazaspiro[3.4]octan-6-yl)-3-quinolinecarbonitrile